bisbenzimidazolopyridine N1=CN=C2C1=CC=C1C2=CN=C2C1=C1C(=NC=N1)C=C2